tert-butyl (6-methyl-5-((pyridin-4-ylmethyl)amino)pyridin-2-yl)carbamate CC1=C(C=CC(=N1)NC(OC(C)(C)C)=O)NCC1=CC=NC=C1